F[C@]12[C@H]3CC[C@@]4([C@H](CC[C@H]4[C@@H]3CC[C@@H]2C[C@](CC1)(C)O)C(CN1N=NC2=C1C=C(C=C2)OC)=O)C 1-((3R,5R,8S,9S,10R,13S,14S,17S)-10-Fluoro-3-hydroxy-3,13-dimethylhexadecahydro-1H-cyclopenta[a]phenanthren-17-yl)-2-(6-methoxy-1H-benzo[d][1,2,3]triazol-1-yl)ethan-1-one